triflic acid 2-formyl-5-methoxypyridin-4-yl ester C(=O)C1=NC=C(C(=C1)OS(=O)(=O)C(F)(F)F)OC